(S)-N-(1-(3-aminophenyl)ethyl)-2-ethyl-2H-pyrazolo[3,4-b]pyrazin-6-amine NC=1C=C(C=CC1)[C@H](C)NC=1C=NC=2C(N1)=NN(C2)CC